N[C@H](C(=O)OCOC(=O)N1CC[C@H]2[C@@H]1CN[C@]2(C(=O)O)CCCCB(O)O)CC(C)C (3aS,4R,6aR)-1-((((S)-2-amino-4-methylpentanoyloxy)methoxy)carbonyl)-4-(4-boronobutyl)octahydropyrrolo[2,3-c]pyrrole-4-carboxylic acid